O1CCN(CC1)C1=NC(=CC=C1/C=C/C(=O)NC1=CC=CC=2NC(NC21)=O)C(F)(F)F (E)-3-(2-Morpholino-6-(trifluoromethyl)pyridin-3-yl)-N-(2-oxo-2,3-dihydro-1H-benzo[d]imidazol-4-yl)acrylamid